N-(2,4-dimethyl-1-phenylpentan-3-yl)-8-fluoro-3,4-dihydro-isoquinoline CC(CC1=CC=CC=C1)C(C(C)C)N1CC2=C(C=CC=C2CC1)F